C(#N)C1(CCN(CC1)C(=O)OC(C)(C)C)NC tert-butyl [4-cyano-4-(methylamino) piperidin-1-yl]carboxylate